C1(CC1)[C@@H](NC(=O)[C@@H]1N([C@@H]2C[C@@H]2C1)C(=O)C=1C=NC=C(C1)C(F)(F)F)C1=C(C=C(C(=C1)F)C(F)(F)F)F (1R,3R,5R)-N-((R)-cyclopropyl(2,5-difluoro-4-(trifluoromethyl)phenyl)methyl)-2-((5-(trifluoromethyl)-3-pyridinyl)carbonyl)-2-azabicyclo[3.1.0]hexane-3-carboxamide